CC(=O)NC1=CC=C(C=C1)Cl The molecule is acetamide substituted on nitrogen by a para-chlorophenyl group. It is a member of acetamides and a member of monochlorobenzenes.